2-[(2S)-2-methylpiperazin-1-yl]-8-(trifluoromethyl)pyrazolo[1,5-a][1,3,5]triazin-4-amine C[C@@H]1N(CCNC1)C1=NC=2N(C(=N1)N)N=CC2C(F)(F)F